2-(oxiran-2-ylmethyl)isoindoline-1,3-dione O1C(C1)CN1C(C2=CC=CC=C2C1=O)=O